CC(C#CCC1=NC2=C(N1C(=O)N)C=CC=C2N2CC(C2)N2CCN(CC2)C)C (4-Methylpent-2-ynyl)-4-(3-(4-methyl-piperazin-1-yl)azetidin-1-yl)-1H-benzo[d]imidazole-1-carboxamide